6-{8-[(2-cyano-2-methylideneethyl)amino]-7-methoxynaphthalen-2-yl}-N-(2-{1-[(dimethylcarbamoyl)methyl]piperidin-4-yl}ethyl)pyridine-2-carboxamide C(#N)C(CNC=1C(=CC=C2C=CC(=CC12)C1=CC=CC(=N1)C(=O)NCCC1CCN(CC1)CC(N(C)C)=O)OC)=C